COC(=O)C1=CC=C2C=NC(=NC2=C1)C=1C=C2CN(C(C2=CC1)=O)C1C(NC(CC1)=O)=O 2-[2-(2,6-dioxopiperidin-3-yl)-1-oxo-2,3-dihydro-1H-isoindol-5-yl]quinazoline-7-carboxylic acid methyl ester